bicyclo[2.2.1]hept-2-en-7-ol C12C=CC(CC1)C2O